(pyridin-3-ylmethyl)ethanediamide N1=CC(=CC=C1)CNC(C(=O)N)=O